NC1=NC(=CC(=N1)N1[C@@H](COCCC1)C1=C(C=C(OCC2(CC2)CO)C=C1)Cl)C |r| (±)-[1-[[4-[4-(2-amino-6-methyl-pyrimidin-4-yl)-1,4-oxazepan-3-yl]-3-chloro-phenoxy]methyl]-cyclopropyl]methanol